CC(C)(C)[S@@](=O)N=CC1=CC(=CC=C1)OCC(F)(F)F (R)-2-methyl-N-[[3-(2,2,2-trifluoro-ethoxy)phenyl]methylene]propane-2-sulfinamide